COC=1C=C2[C@]3(C(NC2=CC1)=O)[C@@H](C3)C3=CC=C1C(=NNC1=C3)NC3=NC(=CC=C3OC)C (1r,2s)-5'-methoxy-2-{3-[(3-methoxy-6-methylpyridin-2-yl)amino]-1H-indazol-6-yl}-1'H-spiro[cyclopropan-1,3'-indol]-2'-one